methyl-1-(2H-tetrazol-5-yl)methanamine CC(N)C=1N=NNN1